CC1CC(CCC1N)CC1CC(C(CC1)N)C bis(3-methyl-4-aminocyclohexyl)-methane